aza-anthrone N1=CC=CC=2CC3=CC=CC=C3C(C12)=O